tert-butyl 4-(N-(3-chlorophenyl)-N-((5-(5-(difluoromethyl)-1,3,4-oxadiazol-2-yl)pyridin-2-yl)methyl)sulfamoyl)piperidine-1-carboxylate ClC=1C=C(C=CC1)N(S(=O)(=O)C1CCN(CC1)C(=O)OC(C)(C)C)CC1=NC=C(C=C1)C=1OC(=NN1)C(F)F